N-(3-(cyclobutyl(4-methyl-4H-1,2,4-triazol-3-yl)methyl)phenyl)-5-((isobutylamino)methyl)-2-oxo-1-(2,2,2-trifluoroethyl)-1,2-dihydropyridine-3-carboxamide C1(CCC1)C(C=1C=C(C=CC1)NC(=O)C=1C(N(C=C(C1)CNCC(C)C)CC(F)(F)F)=O)C1=NN=CN1C